NCCNCCNCCN Triethylen-tetramin